7-amino-N-(2-{3-amino-4-[(1-methoxycyclopropyl)methoxy]pyrrolidin-1-yl}-5,6,7,8-tetrahydroquinolin-6-yl)-3-methylthieno[2,3-b]pyrazine-6-carboxamide NC1=C(SC2=NC(=CN=C21)C)C(=O)NC2CC=1C=CC(=NC1CC2)N2CC(C(C2)OCC2(CC2)OC)N